C1(CCCCC1)CN1N=C(C=C1C1CC1)N1C(C2=CC=CC=C2C1=O)=O 2-(1-(cyclohexylmethyl)-5-cyclopropyl-1H-pyrazol-3-yl)isoindoline-1,3-dione